C(C)(=O)N1C[C@@H](C=2C3=C(C(NC2C1)=O)C=C(C(=C3)F)F)NC |r| racemic-3-acetyl-8,9-difluoro-1-(methylamino)-1,3,4,5-tetrahydrobenzo[c][1,7]naphthyridin-6(2H)-one